C1NCC2(C3=CC=CC=C13)CCC2 dihydro-1'H-spiro[cyclobutane-1,4'-isoquinoline]